5-chloro-1-(2,5-dimethyl-2H-pyrazol-3-yl)-3-(3-methyl-morpholin-4-yl)-1H-pyrazin-2-one ClC=1N=C(C(N(C1)C=1N(N=C(C1)C)C)=O)N1C(COCC1)C